1-(3-Ethylquinuclidin-3-yl)-3-(2-(4'-((3-methoxypropyl)sulfonyl)-[1,1'-biphenyl]-4-yl)propan-2-yl)urea C(C)C1(CN2CCC1CC2)NC(=O)NC(C)(C)C2=CC=C(C=C2)C2=CC=C(C=C2)S(=O)(=O)CCCOC